tert-butyl (R)-3-(((4-((trans)-2-(isoquinolin-6-ylcarbamoyl)cyclopropyl)phenyl)sulfonamido)methyl)piperidine-1-carboxylate C1=NC=CC2=CC(=CC=C12)NC(=O)[C@H]1[C@@H](C1)C1=CC=C(C=C1)S(=O)(=O)NC[C@H]1CN(CCC1)C(=O)OC(C)(C)C